N1(CCNCCNCCCCC1)C(CCC(=O)O)C(=O)O 1,4,7-triazacyclododecane-1-glutaric acid